FC1=NC(=CC=C1C1CCN(CC1)CC=1C=CC=2C3=C(C(NC2C1F)=O)OC=C3)C(NC)=O 7-((4-(2-fluoro-6-(methylcarbamoyl)pyridin-3-yl)piperidin-1-yl)methyl)-6-fluorofuro[2,3-c]quinolin-4(5H)-one